NC1=CC=NN1C1=NN=C(S1)NC(=O)C1=CC(=C(C(O1)=O)OC[C@@H](COC)O)C1=C(C=CC=C1OC)OC (R)-N-(5-(5-amino-1H-pyrazol-1-yl)-1,3,4-thiadiazol-2-yl)-4-(2,6-dimethoxyphenyl)-3-(2-hydroxy-3-methoxypropoxy)-2-oxo-2H-pyran-6-carboxamide